2-(2-(N-(6-((4-(aminomethyl)-1H-pyrazol-1-yl)methyl)-4-methoxybenzo[d]isoxazol-3-yl)sulfamoyl)-4-ethylphenoxy)acetamide hydrochloride Cl.NCC=1C=NN(C1)CC1=CC2=C(C(=NO2)NS(=O)(=O)C2=C(OCC(=O)N)C=CC(=C2)CC)C(=C1)OC